C1(CC1)NCC=1C=NC2=CC=C(C=C2C1C(C)C)C1=NC(=NC=C1F)N[C@H]1[C@H](COCC1)O (3R,4R)-4-((4-(3-((cyclopropylamino)methyl)-4-isopropylquinolin-6-yl)-5-fluoropyrimidin-2-yl)amino)tetrahydro-2H-pyran-3-ol